4-[4-chloro-3-(trifluoromethyl)phenoxy]-3-(6,7-dihydro-5H-pyrrolo[1,2-a]imidazol-2-yl)-N-methylbenzene-1-sulfonamide ClC1=C(C=C(OC2=C(C=C(C=C2)S(=O)(=O)NC)C=2N=C3N(C2)CCC3)C=C1)C(F)(F)F